5-((1S,6R)-2,5-diazabicyclo[4.2.0]octan-2-yl)-6-fluoro-N-methylpicolinamide [C@H]12N(CCN[C@@H]2CC1)C=1C=CC(=NC1F)C(=O)NC